(2r,4s)-4-(4-amino-3-((1-cyclopropyl-2-methyl-1H-benzo[d]imidazol-5-yl)ethynyl)-1H-pyrazolo[3,4-d]pyrimidin-1-yl)-2-(methoxymethyl)pyrrolidine-1-carboxylic acid tert-butyl ester C(C)(C)(C)OC(=O)N1[C@H](C[C@@H](C1)N1N=C(C=2C1=NC=NC2N)C#CC2=CC1=C(N(C(=N1)C)C1CC1)C=C2)COC